S1C(=NCC1)S(=O)(=O)[O-] thiazolinesulfonate